N[C@H](C(=O)N(C)[C@H](/C=C(/C(=O)N[C@H](CCC(=O)OCC)C(=O)OCC)\C)C(C)C)C(C)(C)C Diethyl ((S,E)-4-((S)-2-amino-N,3,3-trimethylbutanamido)-2,5-dimethylhex-2-enoyl)-D-glutamate